C1(CC1)N1C(=NC(=C1)C(F)(F)F)C1=CC=C(C=C1)CC1=NC(=NC=2NC(C(NC12)=O)=O)C=1C(=NC=NC1OC)C1CC1 {4-[1-cyclopropyl-4-(trifluoromethyl)imidazol-2-yl]phenyl-methyl}-2-(4-cyclopropyl-6-methoxypyrimidin-5-yl)-5H-pteridine-6,7-dione